1-(4-isobutyl-3,4-dihydroquinoxalin-1(2H)-yl)-3-(piperidin-1-yl)propan-1-one C(C(C)C)N1CCN(C2=CC=CC=C12)C(CCN1CCCCC1)=O